tert-butyl (2S,4S)-2-(2-((tert-butyldimethylsilyl)oxy)ethyl)-4-(8-chloro-7-(8-cyanoisoquinolin-1-yl)-6-fluoro-4-(methylthio)-1H-pyrazolo[4,3-c]quinolin-1-yl)piperidine-1-carboxylate [Si](C)(C)(C(C)(C)C)OCC[C@H]1N(CC[C@@H](C1)N1N=CC=2C(=NC=3C(=C(C(=CC3C21)Cl)C2=NC=CC1=CC=CC(=C21)C#N)F)SC)C(=O)OC(C)(C)C